5-bromo-1-benzothiophene BrC=1C=CC2=C(C=CS2)C1